C(=C)CCCCCCCC[SiH](C)C vinyloctyldimethylsilane